Cl.FC=1C=C(C#N)C=C(C1N1N=C2C(=CC1=O)NN=C2C2=CC=C1CCN(CC1=C2)C(CN)=O)C 3-Fluoro-4-(3-(2-(2-aminoacetyl)-1,2,3,4-tetrahydroisochinolin-7-yl)-6-oxo-1H-pyrazolo[4,3-c]pyridazin-5(6H)-yl)-5-methylbenzonitril-Hydrochlorid